C(C)OC(=O)C=1C=NN2C1N=C(C=C2)N2[C@H](CCC2)C2=C(C=CC(=C2)Cl)F (R)-5-(2-(5-chloro-2-fluorophenyl)pyrrolidin-1-yl)pyrazolo[1,5-a]pyrimidine-3-carboxylic acid ethyl ester